(R)-N-(4-(4-methylpiperazin-1-yl)-3-(2,2,2-trifluoroethoxy)phenyl)-6-(3-phenylisoxazolidin-2-yl)pyrimidin-4-amine CN1CCN(CC1)C1=C(C=C(C=C1)NC1=NC=NC(=C1)N1OCC[C@@H]1C1=CC=CC=C1)OCC(F)(F)F